O=C1N2[C@@H](CC[C@@H]2CC(C1)=O)C(=O)OCC Ethyl (3S,8aR)-5,7-dioxooctahydroindolizine-3-carboxylate